tert-butyl (3R)-3-[[6-[6-(1-hydroxy-1-methyl-ethyl)imidazo[1,2-a]pyrazin-3-yl]-2-pyridyl]amino]pyrrolidine-1-carboxylate OC(C)(C)C=1N=CC=2N(C1)C(=CN2)C2=CC=CC(=N2)N[C@H]2CN(CC2)C(=O)OC(C)(C)C